tert-butyl N-[5-[[2-[(2S,5R)-2-(1,3-Benzothiazol-6-yl)-5-methyl-1-piperidyl]-2-oxo-acetyl]amino]-3-methyl-2-pyridyl]carbamate S1C=NC2=C1C=C(C=C2)[C@H]2N(C[C@@H](CC2)C)C(C(=O)NC=2C=C(C(=NC2)NC(OC(C)(C)C)=O)C)=O